ClC=1N=C(N2N=C(N=CC21)N[C@H]2[C@@H](COCC2)O)C(C)C2CCCC2 (3S,4R)-4-((5-chloro-7-(1-cyclopentylethyl)imidazo[5,1-f][1,2,4]triazin-2-yl)amino)tetrahydro-2H-pyran-3-ol